3-(2-cyclopropylethyl)-5-(3-isopropyl-5-(piperidin-4-yl)-1H-indol-2-yl)-1-methylpyridin-2(1H)-one C1(CC1)CCC=1C(N(C=C(C1)C=1NC2=CC=C(C=C2C1C(C)C)C1CCNCC1)C)=O